[Na+].[Na+].[Na+].P(=O)([O-])([O-])[O-] monophosphate trisodium salt